COC1=C(C=CC=C1)[C@H]1N(CCC1)C1CC2(C1)CCN(CC2)C2=CC=C(C(=O)NS(=O)(=O)C1=CC(=C(C=C1)NCC1CCOCC1)[N+](=O)[O-])C=C2 4-{2-[(2S)-2-(2-methoxyphenyl)pyrrolidin-1-yl]-7-azaspiro[3.5]nonan-7-yl}-N-{3-nitro-4-[(oxan-4-ylmethyl)amino]benzenesulfonyl}benzamide